OCCNC1=NC(=NC(=N1)SC=1C=C(C=CC1)O)SC=1C=C(C=CC1)O 3,3'-((6-((2-hydroxyethyl)amino)-1,3,5-triazine-2,4-diyl)bis(sulfanediyl))diphenol